N-(1-ethyl-4-piperidyl)-6-(2-fluoro-6-methyl-phenyl)quinazolin-8-amine C(C)N1CCC(CC1)NC=1C=C(C=C2C=NC=NC12)C1=C(C=CC=C1C)F